3-(4-fluoro-4-(2-(trifluoromethyl) phenyl) piperidin-1-carbonyl)-1,4,6,7-tetrahydro-5H-pyrazolo[4,3-c]pyridine-5-carboxylate FC1(CCN(CC1)C(=O)C1=NNC2=C1CN(CC2)C(=O)[O-])C2=C(C=CC=C2)C(F)(F)F